FC1(CCN(CC1)C1=CC=C(NC2=CC=C(C=C2)CNO)C=C1)F 4-(4,4-difluoropiperidin-1-yl)-N-(4-((hydroxyamino)methyl)phenyl)aniline